OC1=C(C(=CC(=C1)C(F)(F)F)O)C(=O)N1CC2=CC=CC(=C2C1)N[C@@H]1COCC1 (S)-(2,6-Dihydroxy-4-(trifluoromethyl)phenyl)(4-((tetrahydrofuran-3-yl)amino)isoindolin-2-yl)methanone